(3S,4S,5R)-3-(4,5-difluoro-2-hydroxyphenyl)-4,5-dimethyl-5-(trifluoromethyl)dihydrofuran-2(3H)-one FC1=CC(=C(C=C1F)[C@H]1C(O[C@]([C@H]1C)(C(F)(F)F)C)=O)O